1-[4-[(4-bromo-1-naphthyl)oxy]-2-methyl-thiazol-5-yl]ethanone BrC1=CC=C(C2=CC=CC=C12)OC=1N=C(SC1C(C)=O)C